tert-Butyl 3-(1H-[1,2,3]triazolo[4,5-c]pyridin-1-yl)-1H-pyrazole-1-carboxylate N1(N=NC=2C=NC=CC21)C2=NN(C=C2)C(=O)OC(C)(C)C